COCCNC(=O)C=1OC(=NN1)C1=C(C=CC=C1)NC1=CC=C(C=C1)C(F)(F)F N-(2-methoxyethyl)-5-(2-((4-(trifluoromethyl)phenyl)amino)phenyl)-1,3,4-oxadiazole-2-carboxamide